dibromotriphenylphosphine BrC=1C(=C(C=CC1)P(C1=CC=CC=C1)C1=CC=CC=C1)Br